ethyl 4-methyl-4,5,6,7-tetrahydropyrazolo[1,5-a]pyridine-2-carboxylate CC1C=2N(CCC1)N=C(C2)C(=O)OCC